2-(4,4-difluoropiperidin-1-yl)-6-methoxy-N-(piperidin-2-yl)-7-(3-(pyrrolidin-1-yl)prop-1-yn-1-yl)quinazolin-4-amine FC1(CCN(CC1)C1=NC2=CC(=C(C=C2C(=N1)NC1NCCCC1)OC)C#CCN1CCCC1)F